ethyl 4-amino-3-(4-((5-(dimethylamino)pyridin-2-yl)oxy)piperidine-1-carbonyl)benzoate NC1=C(C=C(C(=O)OCC)C=C1)C(=O)N1CCC(CC1)OC1=NC=C(C=C1)N(C)C